N2-[4-(3-aminoazetidin-1-yl)phenyl]-N4-[2-(6-methyl-2-pyridyl)pyrimidin-4-yl]pyrimidine-2,4-diamine NC1CN(C1)C1=CC=C(C=C1)NC1=NC=CC(=N1)NC1=NC(=NC=C1)C1=NC(=CC=C1)C